3-(benzyloxy)-1-(2-(2-chlorophenyl)-2-oxoethyl)-2-methylpyridin C(C1=CC=CC=C1)OC=1C(N(C=CC1)CC(=O)C1=C(C=CC=C1)Cl)C